[Na+].OC(CC(=O)[O-])CCC(=O)O 3-hydroxyadipic acid monosodium salt